O.C(C(=O)O)(=O)O Oxalic acid hydrate